N1(CCC1)S(=O)(=O)C1CC(C1)N(C(OCC1=CC=CC=C1)=O)C benzyl ((1s,3s)-3-(azetidin-1-ylsulfonyl)cyclobutyl)(methyl)carbamate